4-(5-Bromo-6-methoxy-2H-indazol-2-yl)-3-methylcyclohexan-1-one BrC1=CC2=CN(N=C2C=C1OC)C1C(CC(CC1)=O)C